N1(CCNCC1)C1=C(C#N)C=CC=N1 2-(Piperazin-1-yl)nicotinonitrile